OC(COC(C1=C(C(=C(C=C1)F)F)NC1=C(C=C(C=C1)I)F)=O)CO 3,4-difluoro-2-(2-fluoro-4-iodo-phenylamino)benzoic acid 2,3-dihydroxy-propyl ester